(Z)-1-(3-(2,5-bis(trifluoromethyl)phenyl)-4-oxothiazolidin-2-ylidene)-3-(2-fluoro-4-(1-(4-(trifluoromethoxy)phenyl)-1H-1,2,4-triazol-3-yl)phenyl)urea FC(C1=C(C=C(C=C1)C(F)(F)F)N1/C(/SCC1=O)=N/C(=O)NC1=C(C=C(C=C1)C1=NN(C=N1)C1=CC=C(C=C1)OC(F)(F)F)F)(F)F